ClC=1N=CC=C2N3CCN(C(C3=CC12)=O)CCNC(C1=CC(=CC=C1)C=1N=NN(N1)C)=O N-[2-(6-chloro-10-oxo-1,5,11-triazatricyclo[7.4.0.02,7]trideca-2,4,6,8-tetraen-11-yl)ethyl]-3-(2-methyltetrazol-5-yl)benzamide